4-hydroxy-5-methoxy-1-methyl-2-oxo-N-[4-(trifluoromethyl)phenyl]-1,2-dihydroquinoline-3-carboxamide OC1=C(C(N(C2=CC=CC(=C12)OC)C)=O)C(=O)NC1=CC=C(C=C1)C(F)(F)F